BrC=1N=C(N(N1)C1=NC=C(C=C1)C(=O)N1CCOCC1)C(C)N1C(C2=CC=CC=C2C1=O)=O 2-[1-[5-bromo-2-[5-(morpholine-4-carbonyl)-2-pyridinyl]-1,2,4-triazol-3-yl]ethyl]isoindoline-1,3-dione